FS(=N)F.C(CCCCC)N1CN(C=C1)C 1-hexyl-3-methylimidazole difluorosulfimide salt